3-[(2-ethyl-3-fluorophenyl)amino]-2-{3-[(2R)-pyrrolidin-2-ylmethoxy]pyridin-4-yl}-1H,5H,6H,7H-pyrrolo[3,2-c]pyridin-4-one C(C)C1=C(C=CC=C1F)NC1=C(NC2=C1C(NCC2)=O)C2=C(C=NC=C2)OC[C@@H]2NCCC2